O1CCN(CC1)CC(C(=O)N)=C 2-(morpholinomethyl)propeneAmide